tert-butyl 3-bromo-2-hydroxy-6-methylbenzoate BrC=1C(=C(C(=O)OC(C)(C)C)C(=CC1)C)O